N1-{6-[2,4-bis(trifluoromethyl)phenyl]Pyridazin-3-yl}butane-1,4-diamine FC(C1=C(C=CC(=C1)C(F)(F)F)C1=CC=C(N=N1)NCCCCN)(F)F